5-(1-(3,5-Dichloropyridin-4-yl)ethoxy-2,2,2-d3)-3-(6-fluoropyridin-3-yl)-1-(tetrahydro-2H-pyran-2-yl)-1H-indazole ClC=1C=NC=C(C1C(C([2H])([2H])[2H])OC=1C=C2C(=NN(C2=CC1)C1OCCCC1)C=1C=NC(=CC1)F)Cl